C(C)(C)(C)C1=C(C(=C(C=C1C)CN1C(N(C(N(C1=O)CC1=C(C(=C(C(=C1)C)C(C)(C)C)O)C)=O)CC1=C(C(=C(C(=C1)C)C(C)(C)C)O)C)=O)C)O tris[(4-tert-butyl-3-hydroxy-dimethylphenyl)methyl]-1,3,5-triazine-2,4,6-trione